2-methylpyrazolo[4,3-d][1,2]diazine-4-ol CN1N=C2C(C(=NN=C2)O)=C1